C(CCCCCCCCCCCCCCCCC)(=O)OC[C@@H](OC(CCCCCCCCCCCCCCCCC)=O)COP(=O)(O)OC[C@H](N)C(=O)O 1,2-Distearoyl-sn-glycero-3-phosphoserine